(4-tert-butoxycarbonylmethyloxyphenyl)sulfonium C(C)(C)(C)OC(=O)COC1=CC=C(C=C1)[SH2+]